N1(CCCCC1)C1=CC(OC2=CC=CC=C12)=O 4-Piperidin-1-yl-chromen-2-one